5-((3-chloro-1-(4-fluoro-2-(hydroxymethyl)phenyl)-1H-pyrazol-5-yl)methyl)-1-methyl-1H-pyrazole-3-carbonitrile ClC1=NN(C(=C1)CC1=CC(=NN1C)C#N)C1=C(C=C(C=C1)F)CO